C(C1=C(C(=CC=C1)[2H])[2H])(=O)N benzamide-3,2-d